C[C@H]1CNCCS1 (2S)-2-methylthiomorpholine